BrC=1C2=C(SC1C(F)(F)P(OCC)(OCC)=O)C(=CC(=C2)B2OC(C(O2)(C)C)(C)C)OCCCC(F)(F)F diethyl ((3-bromo-5-(4,4,5,5-tetramethyl-1,3,2-dioxaborolan-2-yl)-7-(4,4,4-trifluorobutoxy)benzo[b]thiophen-2-yl)difluoromethyl)phosphonate